C1(CC1)CN1C[C@@H]2[C@H](C1)CC(C2)N2CCC(CC2)C2=CC(=C1C(=N2)N(C(=N1)C=1C=C(C=2N(C1)N=CN2)OC)C)C 5-(1-((3ar,5s,6as)-2-(cyclopropylmethyl)octahydrocyclopenta[c]pyrrol-5-yl)piperidin-4-yl)-2-(8-methoxy-[1,2,4]triazolo[1,5-a]pyridin-6-yl)-3,7-dimethyl-3H-imidazo[4,5-b]pyridine